CN1CCN(CC1)C(=O)C=1C=C2C(=NC1)NC=C2C2=CC1=C(C(NCCO1)=O)C=C2 8-(5-(4-Methylpiperazine-1-carbonyl)-1H-pyrrolo[2,3-b]pyridin-3-yl)-3,4-dihydrobenzo[f][1,4]oxazepin-5(2H)-one